C1(CC1)C(C)N1C(C=2C(=NC(=CC2C1)C1=C(N=C(S1)NC(C)=O)C)NCCS(=O)(=O)C)=O N-(5-(2-(1-cyclopropylethyl)-4-((2-(methylsulfonyl)ethyl)amino)-3-oxo-2,3-dihydro-1H-pyrrolo[3,4-c]pyridin-6-yl)-4-methylthiazol-2-yl)acetamide